7-methylbicyclo[4.2.0]octa-1(6),2,4-trien-7-carbonitrile CC1(C=2C=CC=CC2C1)C#N